2-[5-Oxo-8-Propan-2-yl-2-(Trifluoromethyl)Pyrido[2,3-d]Pyridazin-6-yl]Acetamide O=C1C2=C(C(=NN1CC(=O)N)C(C)C)N=C(C=C2)C(F)(F)F